acrylic acid, hydrazide C(C=C)(=O)NN